(E)-3-(3-(3-ethoxy-3-oxoprop-1-en-1-yl)phenyl)tetrahydrofuran-3-carboxylic acid C(C)OC(/C=C/C=1C=C(C=CC1)C1(COCC1)C(=O)O)=O